1-(2-((2-((4-aminobutoxy)carbonyl)-4-methylthiophen-3-yl)amino)-2-oxoethyl)-1-(2-(isoxazol-3-ylamino)-2-oxoethyl)azepan-1-ium NCCCCOC(=O)C=1SC=C(C1NC(C[N+]1(CCCCCC1)CC(=O)NC1=NOC=C1)=O)C